(S)-3-(4-((7-((S)-2-ethyl-3-methylbutyl)-7H-pyrrolo[2,3-d]pyrimidin-2-yl)amino)-1H-pyrazol-1-yl)dihydrofuran-2(3H)-one C(C)[C@H](CN1C=CC2=C1N=C(N=C2)NC=2C=NN(C2)[C@@H]2C(OCC2)=O)C(C)C